C(#N)C1=CC=C(C=CC2=C(N=NN2)C(=O)O)C=C1 5-(4-cyanostyryl)-1H-1,2,3-triazole-4-carboxylic acid